tetrahydro-4H-furo[3,2-d][1,3,2]dioxaphosphorin-2-ol triethylamine salt C(C)N(CC)CC.O1P(OCC2C1CCO2)O